1-(mesitylene-2-sulfonyl)-3-nitro-1H-1,2,4-triazole C1(=C(C(=CC(=C1)C)C)S(=O)(=O)N1N=C(N=C1)[N+](=O)[O-])C